ICC=C L-3-iodopropylene